FC(OCC1=C(CNCC1)C1=CC=C(C#N)C=C1)F 4-(4-((difluoromethoxy)methyl)-1,2,5,6-tetrahydropyridin-3-yl)benzonitrile